C(C=C)(=O)OO.C(C=C)(=O)OO dihydroxy diacrylate